ethyl 1-(4-(2-cyanoethyl) benzyl)-1H-pyrazole-4-carboxylate C(#N)CCC1=CC=C(CN2N=CC(=C2)C(=O)OCC)C=C1